FC=1C=C(C=CC1F)[C@H]1[C@@H](C1)C=1C=NC(=NC1)C1=NC=CC=N1 trans-5-(2-(3,4-difluorophenyl)cyclopropyl)-2,2'-bipyrimidine